1-bromo-2-tert-butoxybenzene BrC1=C(C=CC=C1)OC(C)(C)C